N[C@H]1C[C@@H](OC[C@H]1N)C(=O)N1[C@H](C2=CC=CC=C2CC1)C1=CC=C(C=C1)F ((2R,4S,5S)-4,5-diaminotetrahydro-2H-pyran-2-yl)((S)-1-(4-fluorophenyl)-3,4-dihydroisoquinolin-2(1H)-yl)methanone